C(N)(=O)C=1C=C(C=C(C1)C1=CC=CC=2N=C(SC21)N[C@@H]2[C@H](CCCC2)C)C2=CC=C(O2)P(O)(O)=O [5-[3-carbamoyl-5-[2-[[(1S,2S)-2-methylcyclohexyl]amino]-1,3-benzothiazol-7-yl]phenyl]-2-furyl]phosphonic acid